methoxy-2-methylpyrido[3,4-d]pyrimidin-4-amine COC1=CN=CC=2N=C(N=C(C21)N)C